1-(difluoromethoxy)-3-fluoro-2-iodo-benzene FC(OC1=C(C(=CC=C1)F)I)F